ClC=1C2=CN(N=C2C(=C(C1)C1=CC=C(C=C1)C1CCN(CC1)CCF)Cl)C(C(=O)NC=1SC=CN1)C1=C2N(C=N1)C[C@@H](C2)F 2-(4,7-Dichloro-6-(4-(1-(2-fluoroethyl)piperidin-4-yl)phenyl)-2H-indazol-2-yl)-2-((R)-6-fluoro-6,7-dihydro-5H-pyrrolo[1,2-c]imidazol-1-yl)-N-(thiazol-2-yl)acetamide